NC1=CC=C(C=N1)/C=C/C(=O)NCC=1OC2=C(C1)C=C(C=C2C2=CC=C(C=C2)F)Br (E)-3-(6-aminopyridin-3-yl)-N-((5-bromo-7-(4-fluorophenyl)benzofuran-2-yl)methyl)acrylamide